C(CCCCCCCC)(=O)OCC(COC(CCCCCCCC)=O)CC(=O)OCCN(CCOC(CC(COC(CCCCCCCC)=O)COC(CCCCCCCC)=O)=O)C(=O)N1C=NC=C1 (((((1H-imidazole-1-carbonyl)azanediyl)bis(ethane-2,1-diyl))bis(oxy))bis(2-oxoethane-2,1-diyl))bis(propane-2,1,3-triyl) tetranonanoate